C[Si](C1=C(C=CC=C1)C(=C)C)(OC(C)C)C dimethylisopropoxy(2-isopropenylphenyl)silane